FC1=CC(=C(OC2CCC3(CN(C3)C(=O)OC(C)(C)C)CC2)C=C1)S(=O)(=O)C tert-butyl 7-(4-fluoro-2-methylsulfonyl-phenoxy)-2-azaspiro[3.5]nonane-2-carboxylate